1-[(3S,5R)-5-(Methoxymethyl)-1-(prop-2-enoyl)pyrrolidin-3-yl]-5-(methylamino)-3-[2-(4,6,7-trifluoro-1-methyl-1,3-benzodiazol-5-yl)ethynyl]pyrazole-4-carboxamide COC[C@H]1C[C@@H](CN1C(C=C)=O)N1N=C(C(=C1NC)C(=O)N)C#CC1=C(C2=C(N(C=N2)C)C(=C1F)F)F